O1[C@@H](CC1)CN1C(=NC2=C1C=C(C=C2)C(=O)O)CN2CCC(=CC2)C2=NC(=CC=C2)OCC2=NC=CN=C2 (S)-1-(oxetan-2-ylmethyl)-2-((6-(pyrazin-2-ylmethoxy)-3',6'-dihydro-[2,4'-bipyridin]-1'(2'H)-yl)methyl)-1H-benzo[d]imidazole-6-carboxylic acid